(4R,5S)-5-amino-4-(3-aminophenyl)-7-ethyl-3-methyl-1-phenyl-4H,5H-pyrazolo[3,4-b]pyridin-6-one N[C@H]1[C@@H](C2=C(N(C1=O)CC)N(N=C2C)C2=CC=CC=C2)C2=CC(=CC=C2)N